N-tert-butyl-4-[[2-[5-(1-hydroxyethyl)-2-methoxy-phenyl]acetyl]amino]pyridine-2-carboxamide C(C)(C)(C)NC(=O)C1=NC=CC(=C1)NC(CC1=C(C=CC(=C1)C(C)O)OC)=O